C(C)(C)(C)NC=1OC(=NN1)C1=CC=CC=C1 N-(t-butyl)phenyl-1,3,4-oxadiazol-2-amine